C(CCCCCCCCCCC)OC=1C=C(C=O)C=CC1OCCCCCCCCCCCC 3,4-Didodecyloxybenzaldehyde